The molecule is an organomercury compound that is the bis(N-oxide) of mercury(II) cyanide. It is a highly shock- and friction-sensitive explosive. It has a role as an explosive. C(#[N+][O-])[Hg]C#[N+][O-]